CC(C(=O)NC1=C(C=NC=C1)C(C(=O)OCC)=O)(C)C ethyl 2-[4-(2,2-dimethylpropanamido) pyridin-3-yl]-2-oxoacetate